3-hydroxy-3-methylbutyryl-CoA OC(CC(=O)SCCNC(CCNC([C@@H](C(COP(OP(OC[C@@H]1[C@H]([C@H]([C@@H](O1)N1C=NC=2C(N)=NC=NC12)O)OP(=O)(O)O)(=O)O)(=O)O)(C)C)O)=O)=O)(C)C